2-[3-[(5,5-dimethyl-1,4-dioxan-2-yl)methoxy]-4-pyridyl]-3-(3-fluoro-2-methyl-anilino)-1,5,6,7-tetrahydropyrrolo[3,2-c]pyridin-4-one CC1(OCC(OC1)COC=1C=NC=CC1C1=C(C=2C(NCCC2N1)=O)NC1=C(C(=CC=C1)F)C)C